5-chloro-1-methyl-4-(4,4,5,5-tetramethyl-1,3,2-dioxaborolan-2-yl)pyrazole ClC1=C(C=NN1C)B1OC(C(O1)(C)C)(C)C